para-methoxybenzyl alcohol COC1=CC=C(CO)C=C1